C1(CC1)OC=1C=CC(=NC1)NC(=O)C=1C(=CC(=C(C1)NC(=O)C1=CN=C(S1)NCC(F)F)C)F N-[5-[(5-cyclopropyloxypyridin-2-yl)carbamoyl]-4-fluoro-2-methylphenyl]-2-(2,2-difluoroethylamino)-1,3-thiazole-5-carboxamide